ClC=1C(=CC(=C(CN[C@](C(=O)O)(CO)C)C1)OCC=1C=NN(C1)C1=NC=CC=C1)OCC1=C(C(=CC=C1)C1=CC2=C(OCCO2)C=C1)C (S)-2-((5-Chloro-4-((3-(2,3-dihydrobenzo[b][1,4]dioxin-6-yl)-2-methylbenzyl)oxy)-2-((1-(pyridin-2-yl)-1H-pyrazol-4-yl)methoxy)benzyl)amino)-3-hydroxy-2-methylpropanoic acid